(R)-(4-cyclopropyloxazol-5-yl)(4-(pyrazolo[1,5-a]pyridin-2-yl)-6,7-dihydro-1H-imidazo[4,5-c]pyridin-5(4H)-yl)methanone C1(CC1)C=1N=COC1C(=O)N1[C@H](C2=C(CC1)NC=N2)C2=NN1C(C=CC=C1)=C2